ClC1=C(C=C(C=C1)[C@@H]1N(C(OC1)(C)C)C(=O)OC(C)(C)C)C=1NCCN1 (S)-tert-butyl 4-(4-chloro-3-(4,5-dihydro-1H-imidazol-2-yl) phenyl)-2,2-dimethyl-oxazolidine-3-carboxylate